CN(C1=NN(C(C=2N1C1=C(C2)SC=C1)=O)CC(=O)[O-])C.[Li+] lithium 2-(5-(dimethylamino)-8-oxothieno[2',3':4,5]pyrrolo[1,2-d][1,2,4]triazin-7(8H)-yl)acetate